2-(4-cyclopropyl-6-methoxypyrimidin-5-yl)-N-(4-(1-ethyl-4-(trifluoromethyl)-1H-imidazol-2-yl)benzyl)-N-(tetrahydro-2H-pyran-4-yl)-7H-purin-6-amine C1(CC1)C1=NC=NC(=C1C1=NC(=C2NC=NC2=N1)N(C1CCOCC1)CC1=CC=C(C=C1)C=1N(C=C(N1)C(F)(F)F)CC)OC